p-toluenesulfonic acid (methyl-d3) ester C([2H])([2H])([2H])OS(=O)(=O)C1=CC=C(C)C=C1